C(#N)C1=CC=C(C=C1)C1CN(C1)C([C@@H](C)[C@H]1CN(CC1)C#N)=O (S)-3-((S)-1-(3-(4-cyanophenyl)azetidin-1-yl)-1-oxopropan-2-yl)pyrrolidine-1-carbonitrile